N=1C=NN2C1C=C(C=C2)OC2=C(C=C(C=C2)NC2=NC=NN1C2=C(C=C1)N1CC(CC1)N(C(C=C)=O)C)C N-(1-(4-((4-([1,2,4]triazolo[1,5-a]pyridin-7-yloxy)-3-methylphenyl)amino)pyrrolo[2,1-f][1,2,4]triazin-5-yl)pyrrolidin-3-yl)-N-methylacrylamide